BrC1=CC2=C(NC(C3N(C2=O)CCN(C3)CC=3C=NC=C(C3)Cl)=O)C=C1 8-bromo-2-((5-chloropyridin-3-yl)methyl)-1,3,4,12a-tetrahydrobenzo[e]pyrazino[1,2-a][1,4]diazepine-6,12(2H,11H)-dione